tert-butyl 3,6-diazabicyclo[3.1.1]Heptane-6-carboxylate C12CNCC(N1C(=O)OC(C)(C)C)C2